FC(CCCCCC/C=C/C(=O)OCC)(F)F ethyl (E)-10,10,10-trifluorodec-2-enoate